CC=1C(=NC=C(C1)O[C@@H]1CNCC1)C(=O)N methyl-5-[(3S)-pyrrolidin-3-yloxy]pyridine-2-carboxamide